butyl-2-benzothiazolylsulfenamide C(CCC)NSC=1SC2=C(N1)C=CC=C2